((4-((2-chloro-pyrid-4-yl)oxy)-3,5-difluorophenyl)oxy)-6,7,9,10-tetrahydro-4H,8H-7a,9-methanopyrimido[1,6-a]pyrrolo[1,2-c]pyrimidine-4-one ClC1=NC=CC(=C1)OC1=C(C=C(C=C1F)OC=1C=NC(N2C1N1C3(CC2)CC(C1)C3)=O)F